(R)-1-(pyridin-4-yl)ethan-1-ol N1=CC=C(C=C1)[C@@H](C)O